amidosulfonic acid NS(=O)(=O)O